IC=1C=C(C(=O)OC)C=CC1SCC1=CC(=CC=C1)[N+](=O)[O-] methyl 3-iodo-4-((3-nitrobenzyl)thio)benzoate